N1N=NC2=C1C=CC=C2COC=2C(=CC(=C(C2)N2C(N([C@H]1[C@H](O)[C@H](O)[C@@H](CO)O1)C=CC2=O)=O)F)OC 3-(5-((1H-benzo[d][1,2,3]triazol-4-yl)methoxy)-2-fluoro-4-methoxyphenyl)uridine